4-(5,7-dichloro-6-(2-chloroethoxy)-2-methyl-1,2,3,4-tetrahydroisoquinolin-1-yl)-2-methylaniline ClC1=C2CCN(C(C2=CC(=C1OCCCl)Cl)C1=CC(=C(N)C=C1)C)C